2-(3-Chloro-4-fluorophenyl)pyridin-3-yl-[1,2,4]triazolo[1,5-b]pyridazin ClC=1C=C(C=CC1F)C1=NC=CC=C1C1=NN2N=CC=CC2=N1